(6-((5-bromo-2-chloropyrimidin-4-yl)amino)quinoxalin-5-yl)Dimethylphosphine oxide BrC=1C(=NC(=NC1)Cl)NC=1C(=C2N=CC=NC2=CC1)P(C)(C)=O